1,2-bis(phenylimino)ethaneN C1(=CC=CC=C1)N=C=C=NC1=CC=CC=C1